ClC=1C(=NC=CC1I)NCC1=CC=C(C=C1)OC 3-chloro-4-iodo-N-(4-methoxybenzyl)pyridin-2-amine